C(=C)C=1N=C(N2N=C(N=CC21)N[C@H]2[C@@H](CN(CC2)C(=O)OC(C)(C)C)F)CC(C)C tert-butyl (3R,4R)-4-{[5-ethenyl-7-(2-methylpropyl)imidazo[4,3-f][1,2,4]triazin-2-yl]amino}-3-fluoropiperidine-1-carboxylate